COC(=O)C=1C=C(C=CC1)N1N=C(C=2CN(CCC21)C(=O)OC(C)(C)C)C(F)(F)F tert-Butyl 1-(3-methoxycarbonylphenyl)-3-(trifluoromethyl)-6,7-dihydro-4H-pyrazolo[4,3-c]pyridine-5-carboxylate